C(C(=C)C)(=O)OC1C(CCCC1)CCCCC pentanyl-2-cyclohexyl methacrylate